5'-methyl-benzidine 2-acrylamido-2-methyl-1-propanesulfonate C(C=C)(=O)NC(CS(=O)(=O)O)(C)C.CC=1C(=CC=C(C2=CC=C(N)C=C2)C1)N